4-methylsulfonyl-piperidin CS(=O)(=O)C1CCNCC1